C(C)(C)(C)NC(C(=O)C1=C(C(=CN1C)C(=O)OC)C)=O methyl 5-(2-(tert-butylamino)-2-oxoacetyl)-1,4-dimethyl-1H-pyrrole-3-carboxylate